sodium-chromium-titanium-manganese phosphate P(=O)([O-])([O-])[O-].[Mn+2].[Ti+4].[Cr+3].[Na+]